lithium (1+) 1-[2-(dimethylamino)ethyl]-6-methyl-2-oxo-1,2-dihydropyridine-3-carboxylate CN(CCN1C(C(=CC=C1C)C(=O)[O-])=O)C.[Li+]